3-Methyl-2-(6-trifluoromethoxy-benzothiazol-2-ylamino)-3H-imidazo[4,5-b]pyridine-6-carboxylic acid (2-morpholin-4-yl-ethyl)-amide N1(CCOCC1)CCNC(=O)C=1C=C2C(=NC1)N(C(=N2)NC=2SC1=C(N2)C=CC(=C1)OC(F)(F)F)C